2-(cyclobutylamino)-1-(4-(2-(2,6-dimethylpyridin-4-yl)-3-isopropyl-1H-indol-5-yl)piperidin-1-yl)ethan-1-one C1(CCC1)NCC(=O)N1CCC(CC1)C=1C=C2C(=C(NC2=CC1)C1=CC(=NC(=C1)C)C)C(C)C